ClCC=1SC(=NN1)C1=CC=CC=C1 2-chloromethyl-5-phenyl-1,3,4-thiadiazole